NCCN(C(C(=O)OCC)=O)CC=1N=NC(=CC1)C1=CC=CC=C1 ethyl 2-((2-aminoethyl)((6-phenylpyridazin-3-yl)methyl)amino)-2-oxoacetate